N(=[N+]=[N-])CC1=CC(=C(C(=C1C1=C(C=C(C(=C1)OC)O)CC)OC)OC)OC 6'-(azidomethyl)-2-ethyl-2',3',4',5-tetramethoxy-[1,1'-biphenyl]-4-ol